(3R,5R)-7-[2-(4-fluorophenyl)-5-isopropyl-3-phenyl-4-(phenylcarbamoyl)pyrrol-1-yl]-3,5-dihydroxyheptanoic acid calcium salt [Ca+2].FC1=CC=C(C=C1)C=1N(C(=C(C1C1=CC=CC=C1)C(NC1=CC=CC=C1)=O)C(C)C)CC[C@H](C[C@H](CC(=O)[O-])O)O.FC1=CC=C(C=C1)C=1N(C(=C(C1C1=CC=CC=C1)C(NC1=CC=CC=C1)=O)C(C)C)CC[C@H](C[C@H](CC(=O)[O-])O)O